Cl.F\C=C(/CN)\CC1=CC=C(C=C1)OC Z-3-fluoro-2-(4-methoxybenzyl)allylamine hydrochloride